9'-chloro-9-phenyl-3,4'-bidibenzo[b,d]furan ClC1=CC=CC2=C1C1=C(O2)C=CC=C1C1=CC=CC=2OC3=C(C21)C(=CC=C3)C3=CC=CC=C3